3-fluoro-5-(phenylamino)benzonitrile FC=1C=C(C#N)C=C(C1)NC1=CC=CC=C1